BrC1=C(C=CC(=C1)F)NC1=C(N=C2N1C=C(N=C2)C=2C=NN(C2)C)C=2C=CC=1N(C2)C(=NN1)CC N-(2-bromo-4-fluorophenyl)-2-(3-ethyl-[1,2,4]triazolo[4,3-a]pyridin-6-yl)-6-(1-methyl-1H-pyrazol-4-yl)imidazo[1,2-a]pyrazin-3-amine